Cl.NC1CCN(CC1)S(=O)(=O)N1CCC(CC1)CN1CCC2(CN(C2)C2=NC=NC=C2OC2=C(C(=O)N(C(C)C)C(C)C)C=C(C=C2)F)CC1 2-((4-(7-((1-((4-aminopiperidin-1-yl)sulfonyl)piperidin-4-yl)methyl)-2,7-diazaspiro[3.5]Nonan-2-yl)pyrimidin-5-yl)oxy)-5-fluoro-N,N-diisopropylbenzamide hydrochloride